Ethyl Methacrylat C(C(=C)C)(=O)OCC